BrC=1C=CC(=C(C=NNC(C2=C(C=C(C=C2)Cl)F)=O)C1)O N'-(5-bromo-2-hydroxybenzylidene)-4-chloro-2-fluorobenzoylhydrazine